CC(COC(C(=O)[O-])C)=C 2-((2-methylallyl)oxy)propanoate